ClC=1C=CC(=C(C1)C(=O)N1N(CCC1)CC=1C=CC2=C(NC(=N2)C)C1)N1N=CC=N1 (5-chloro-2-(2H-1,2,3-triazol-2-yl)phenyl)(2-((2-methyl-1H-benzo[d]imidazol-6-yl)methyl)pyrazolidin-1-yl)methanone